C[C@H]1N2N=CC(C3=NN(C=4C=CC(OC[C@@H](OCCOC1)C)=CC34)C3OCCCC3)=C2 (6R,12S)-6,12-dimethyl-19-(oxan-2-yl)-8,11,14-trioxa-4,5,19,20-tetraazatetracyclo[13.5.2.12,5.018,21]tricosa-1(20),2(23),3,15(22),16,18(21)-hexaene